[3H]-dopamine NCCC=1CC(O)C(O)=CC1